[Cl-].C(CCCCCCCCCCCCCCC)C([NH+](C)C)(CCCCCCCCCCCCCCCC)CCCCCCCCCCCCCCCC tricetyl-trimethylammonium chloride